[NH4+].C[Si](N[Si](C)(C)C)(C)C hexamethyldisilazane ammonium